N1(C=CCC1)C(=O)[O-] pyrroline-1-carboxylate